3-methoxy-N-((3-methyl-4-((2-(4-methylpiperazin-1-yl)pyrimidin-5-yl)oxy)phenyl)carbamoyl)cyclobutane-1-carboxamide COC1CC(C1)C(=O)NC(NC1=CC(=C(C=C1)OC=1C=NC(=NC1)N1CCN(CC1)C)C)=O